O=C1NC(CCC1N1C(C2=CC(=C(C(=C2C1=O)F)F)N1C(C(NC(C1([2H])[2H])([2H])[2H])([2H])[2H])([2H])[2H])=O)=O 2-(2,6-dioxopiperidin-3-yl)-4,5-difluoro-6-(piperazin-1-yl-2,2,3,3,5,5,6,6-d8)isoindoline-1,3-dione